C(#N)C1=CC=CC(=N1)[C@@H](C)NC(=O)C1(CC1)C=1C(NC2=CC=C(C(=C2C1)F)F)=O |o1:8| rel-N-[(1R)-1-(6-cyanopyridin-2-yl)ethyl]-1-(5,6-difluoro-2-oxo-1H-quinolin-3-yl)cyclopropane-1-carboxamide